ClC1=C(N=C(NC1=O)C1=CC=NC=C1)N1[C@H](CNCC1)C(F)(F)F 5-chloro-2-(4-pyridinyl)-4-[2R-(trifluoromethyl)piperazin-1-yl]-1H-pyrimidin-6-one